4-(3-(1,4-diazepan-1-yl)propoxy)-N-(3-(5-chloro-1H-indol-3-yl)propyl)-3-fluorobenzenesulfonamide N1(CCNCCC1)CCCOC1=C(C=C(C=C1)S(=O)(=O)NCCCC1=CNC2=CC=C(C=C12)Cl)F